C1C(CC12CCC2)NCCCCCCCNC=2C=CC1=C(C(=CO1)C1C(NC(CC1)=O)=O)C2 3-(5-((7-(spiro[3.3]heptane-2-ylamino)heptyl)amino)benzofuran-3-yl)piperidine-2,6-dione